1-(2,4-dimethyl-4-tricyclo[5.2.1.01,5]decanyl)ethanone CC1C23C(C(C1)(C)C(C)=O)CC(CC2)C3